[Na].C(C)N1N=CC(=C1)N(S(=O)(=O)NC(=O)NC1=C2CCCC2=CC=2CCCC12)C1CCOCC1 1-[(1-ethyl-1H-pyrazol-4-yl)(oxan-4-yl)sulfamoyl]-3-(1,2,3,5,6,7-hexahydros-indacen-4-yl)urea sodium salt